2-(4-cyclopropyl-2,6-dimethylphenyl)-6-(3,4-dihydro-2H-pyran-4-yl)-2,5-dihydro-4H-pyrazolo[3,4-d]pyrimidin-4-one C1(CC1)C1=CC(=C(C(=C1)C)N1N=C2N=C(NC(C2=C1)=O)C1CCOC=C1)C